N-(((1R,2S,3''S,4R,5'S,6R)-3''-((tert-butyldiphenylsilyl)oxy)dispiro[bicyclo[2.2.1]heptane-2,3'-[1,2,4]trioxolane-5',1''-cyclohexan]-6-yl)methoxy)acetamide [Si](C1=CC=CC=C1)(C1=CC=CC=C1)(C(C)(C)C)O[C@@H]1C[C@@]2(CCC1)O[C@@]1(OO2)[C@H]2[C@@H](C[C@@H](C1)C2)CONC(C)=O